Diethyl (6-(tert-butyl)-10-chloro-9-(3-methoxypropoxy)-2-oxo-1,6,7,11b-tetrahydro-2H-pyrido[2,1-a]isoquinolin-3-yl)phosphonate C(C)(C)(C)C1N2C(C3=CC(=C(C=C3C1)OCCCOC)Cl)CC(C(=C2)P(OCC)(OCC)=O)=O